(R)-1-(piperidin-3-yl)azepan-2-one N1C[C@@H](CCC1)N1C(CCCCC1)=O